2-((2-(5-cyclopropyl-3-(2,6-dichlorophenyl)isoxazol-4-yl)spiro[3.5]non-1-en-7-yl)oxy)-4-fluorobenzo[d]thiazole-6-carboxylic acid C1(CC1)C1=C(C(=NO1)C1=C(C=CC=C1Cl)Cl)C1=CC2(C1)CCC(CC2)OC=2SC1=C(N2)C(=CC(=C1)C(=O)O)F